C(C)O[Si](CCCCl)(OCC)OCC triethoxy-3-chloropropylsilane